6-hydroxy-3-hexynylnonoxymethyl ether OC(CCC(CCOCOCOCCC(CCC(CCC)O)C#CCCCC)C#CCCCC)CCC